C(=CCCCCCCCC)F decenyl fluoride